C(#N)C=1C(=NC(=NC1)N[C@H]1C[C@H](CCC1)N1C=NC=2C1=NC=C(C2)C#N)C=2C=NN(C2)C2=CC=CC=C2 3-((1S,3R)-3-((5-cyano-4-(1-phenyl-1H-pyrazol-4-yl)pyrimidin-2-yl)amino)cyclohexyl)-3H-imidazo[4,5-b]pyridine-6-carbonitrile